12-methyl-3-((triisopropylsilyl)ethynyl)-6,7-dihydro-5H-pyrido[3,4-c]pyrimido[5',4':4,5]pyrrolo[1,2-a]azepine CC1=NC=NC2=C1C=C1N2CCCC2=C1C=NC(=C2)C#C[Si](C(C)C)(C(C)C)C(C)C